(E)-2,4-difluoro-N-(2-methoxy-5-(4-(4-(4-oxopent-2-enoyl)piperazin-1-yl)quinazolin-6-yl)phenyl)benzenesulfonamide FC1=C(C=CC(=C1)F)S(=O)(=O)NC1=C(C=CC(=C1)C=1C=C2C(=NC=NC2=CC1)N1CCN(CC1)C(\C=C\C(C)=O)=O)OC